6-chloro-3-(((R)-1-(3,6-dimethyl-2-((1S,4S)-5-(5-methylpyridin-2-yl)-2,5-diazabicyclo[2.2.1]heptan-2-yl)-4-oxo-3,4-dihydroquinazolin-8-yl)ethyl)amino)-N-(methylsulfonyl)picolinamide ClC1=CC=C(C(=N1)C(=O)NS(=O)(=O)C)N[C@H](C)C=1C=C(C=C2C(N(C(=NC12)N1[C@@H]2CN([C@H](C1)C2)C2=NC=C(C=C2)C)C)=O)C